5-ethyl-nicotinaldehyde C(C)C=1C=NC=C(C=O)C1